[Cl-].[Na+].[Na+].[Cl-] sodium-sodium chloride